S(C1=C(C=CC=C1)C)C1=C(C=CC=C1)C 4,4'-thiobis(3-methylbenzene)